5-methyl-1-[rac-(2R,5R)-4-hydroxy-3-(2-methoxyethoxy)-5-[[rac-(2E)-1,1-bis(4-methoxyphenyl)-2-[rac-(Z)-prop-1-enyl]penta-2,4-dienoxy]methyl]oxolan-2-yl]pyrimidine-2,4-dione CC=1C(NC(N(C1)[C@@H]1O[C@@H](C(C1OCCOC)O)COC(\C(=C\C=C)\C=C/C)(C1=CC=C(C=C1)OC)C1=CC=C(C=C1)OC)=O)=O |r|